tryptophan methyl ester hydrochloride L-Tryptophanate N[C@@H](CC1=CNC2=CC=CC=C12)C(=O)O.Cl.COC([C@@H](N)CC1=CNC2=CC=CC=C12)=O